2-methyl-4H-chroman-4-one CC1CC(=O)C2=CC=CC=C2O1